tert-butyl-(4R)-4-[7-chloro-3-(2-fluoro-6-methyl-phenyl)-2-oxo-4H-pyrido[4,3-d]pyrimidin-1-yl]azepane-1-carboxylate C(C)(C)(C)OC(=O)N1CC[C@@H](CCC1)N1C(N(CC2=C1C=C(N=C2)Cl)C2=C(C=CC=C2C)F)=O